5-(hydroxymethyl)-2-(2-methoxy-2-oxoethyl)-4-(4-methoxybenzyl)piperazine-1-carboxylic acid tert-butyl ester C(C)(C)(C)OC(=O)N1C(CN(C(C1)CO)CC1=CC=C(C=C1)OC)CC(=O)OC